3-phenylethynyl-aniline C1(=CC=CC=C1)C#CC=1C=C(N)C=CC1